C(=CCCCCCCCCCC)C(C(=O)O)CC(=O)O dodecenyl-butanedioic acid